ClC=1N=C(C2=C(N1)C(=C(N=C2OC)Cl)F)N2CCOCCC2 4-{2,7-dichloro-8-fluoro-5-methoxypyrido[4,3-d]pyrimidin-4-yl}-1,4-oxaazepan